(2R)-2-amino-3-(2,4-dichlorophenyl)propyl (aminocarbonyl)carbamate NC(=O)NC(OC[C@@H](CC1=C(C=C(C=C1)Cl)Cl)N)=O